C(=O)C=1C=C2C(=CC(N(C2=CC1O)CCCCCC)(C)C)C 6-(6-Formyl-7-hydroxy-2,2,4-trimethyl-1-quinolyl)hexan